ClC=1C(=NC(=CC1)SC)C1=NN=C(N1C)C1=C(C=CC=C1F)F 3-chloro-2-[5-(2,6-difluorophenyl)-4-methyl-1,2,4-triazol-3-yl]-6-methylsulfanyl-pyridine